C(C)(C)OC(=O)C=1C(=C(N2C=C(C=C2C1)C=1C=NC(=CC1)N1CCN(CC1)C)C(C)N1CCOCC1)C 6-methyl-2-(6-(4-methylpiperazin-1-yl)pyridin-3-yl)-5-(1-morpholinoethyl)indolizine-7-carboxylic acid isopropyl ester